tert-butyl (6-bromo-8-fluorocinnolin-3-yl)carbamate BrC=1C=C2C=C(N=NC2=C(C1)F)NC(OC(C)(C)C)=O